i-dodecanol C(CCCCCCCCC(C)C)O